3-(6-fluoro-1-(2-(4-methylpiperazin-1-yl)ethyl)-1H-benzo[d]imidazol-2-yl)-1H-indazole-5-carboxylic acid FC=1C=CC2=C(N(C(=N2)C2=NNC3=CC=C(C=C23)C(=O)O)CCN2CCN(CC2)C)C1